C12(CC3CC(CC(C1)C3)C2)NCCOCCNC2=C3C(N(C(=NC3=CC=C2)C)C2C(NC(CC2)=O)=O)=O 3-(5-((2-(2-(((1s,3s)-adamantan-1-yl)amino)ethoxy)ethyl)amino)-2-methyl-4-oxoquinazolin-3(4H)-yl)piperidine-2,6-dione